tin potassium [K].[Sn]